C(=CC)SSSC=CC propenyl trisulphide